tert-butyl (1R,5S)-3-cyano-3-(hydroxymethyl)-8-azabicyclo[3.2.1]octane-8-carboxylate C(#N)C1(C[C@H]2CC[C@@H](C1)N2C(=O)OC(C)(C)C)CO